C1(CC1)C=1NC(=NN1)C1CC2(CN(C2)C(=O)N2CC(C2)C=2C=NC(=CC2)N2CC(C2)(C(F)(F)F)O)C1 [6-(5-cyclopropyl-4H-1,2,4-triazol-3-yl)-2-azaspiro[3.3]heptan-2-yl]-[3-[6-[3-hydroxy-3-(trifluoromethyl)azetidin-1-yl]-3-pyridyl]azetidin-1-yl]methanone